N-Methyl-5-[5-(1H-pyrazol-4-yl)pyridin-2-yl]-N-(2,2,6,6-tetramethylpiperidin-4-yl)[1,3]thiazolo[5,4-d][1,3]thiazol-2-amin CN(C=1SC=2N=C(SC2N1)C1=NC=C(C=C1)C=1C=NNC1)C1CC(NC(C1)(C)C)(C)C